2-ethylhexane C(C)C(C)CCCC